ClC=1C=C(C=CC1)[C@@H](CN1C[C@@H](CCC1)COC1=CC=C(C=C1)S(=O)(=O)C)OC |o1:7| (R)-1-((S) or (R)-2-(3-chlorophenyl)-2-methoxyethyl)-3-((4-(methylsulfonyl)phenoxy)methyl)piperidine